ClC(C(=O)OCC)(CCC(=O)OCC)Cl diethyl 2,2-dichloroglutarate